(1R,2S,5S)-3-[(2S)-3,3-dimethyl-2-[[3-(trifluoromethyl)-1,2,4-oxadiazol-5-yl]amino]butanoyl]-6,6-dimethyl-3-azabicyclo[3.1.0]hexane-2-carboxylic acid CC([C@@H](C(=O)N1[C@@H]([C@H]2C([C@H]2C1)(C)C)C(=O)O)NC1=NC(=NO1)C(F)(F)F)(C)C